C(C)(C)(C)N1N=C(C=C1N)[C@@H]1C[C@@H](CC1)O[Si](C)(C)C(C)(C)C 1-tert-butyl-3-[(1S,3R)-3-{[tert-butyl(dimethyl)-silyl]oxy}cyclopentyl]-1H-pyrazol-5-amine